BrCCOCCOCC(=O)N 2-(2-(2-bromoethoxy)ethoxy)acetamide